4-(4-(4-(((2R,4R)-2-(2,4-dichlorophenyl)-2-methyl-1,3-dioxolan-4-yl)methoxy)phenyl)piperazin-1-yl)aniline ClC1=C(C=CC(=C1)Cl)[C@@]1(OC[C@H](O1)COC1=CC=C(C=C1)N1CCN(CC1)C1=CC=C(N)C=C1)C